FC1=C2C(NC(=NC2=CC(=C1)OCCC1CCN(CC1)C1CN(C1)C1=CC=C(C=C1)NC1C(NC(CC1)=O)=O)CSC1CCOCC1)=O 3-((4-(3-(4-(2-((5-fluoro-4-oxo-2-(((tetrahydro-2H-pyran-4-yl)thio)methyl)-3,4-dihydroquinazolin-7-yl)oxy)ethyl)piperidin-1-yl)azetidin-1-yl)phenyl)amino)piperidine-2,6-dione